NC1=C2N=CN(C2=NC=N1)[C@H]1[C@@H]([C@@H]([C@H](O1)COP1(SCCS1)=S)O[Si](C)(C)C(C)(C)C)O 2-(((2R,3S,4R,5R)-5-(6-amino-9H-purin-9-yl)-3-((tert-butyldimethylsilyl)oxy)-4-hydroxytetrahydrofuran-2-yl)methoxy)-1,3,2-dithiaphospholane 2-sulfide